C1(CC1)CC=1N(C(=CC1C=1SC(=C(N1)C(=O)O)C)C1=CC=C(C=C1)F)CC1=CC(=C(C=C1)S(N)(=O)=O)F 2-(2-(cyclopropylmethyl)-1-(3-fluoro-4-sulfamoylbenzyl)-5-(4-fluorophenyl)-1H-pyrrol-3-yl)-5-methylthiazole-4-carboxylic acid